2-[[3-[5-(trifluoromethyl)-2-Thienyl]imidazo[1,2-b]pyridazin-6-yl]amino]-7-azaspiro[3.5]nonane-7-carboxylate FC(C1=CC=C(S1)C1=CN=C2N1N=C(C=C2)NC2CC1(C2)CCN(CC1)C(=O)[O-])(F)F